2-(diethylamino)ethyl-N-[4-[[(Z)-heptadec-9-enyl]amino]-1-[[(Z)-octadec-9-enyl]carbamoyl]-4-oxo-butyl]carbamate C(C)N(CCOC(NC(CCC(=O)NCCCCCCCC\C=C/CCCCCCC)C(NCCCCCCCC\C=C/CCCCCCCC)=O)=O)CC